(1s,2s,5r)-1-hydroxy-2-isopropyl-5-methyl-N-phenethylcyclohexane-1-carboxamide O[C@@]1([C@@H](CC[C@H](C1)C)C(C)C)C(=O)NCCC1=CC=CC=C1